N'-((1,2,3,5,6,7-hexahydro-s-indacen-4-yl)carbamoyl)-2-(2-hydroxypropan-2-yl)thiazole-5-sulfonimidamide C1CCC2=C(C=3CCCC3C=C12)NC(=O)N=S(=O)(N)C1=CN=C(S1)C(C)(C)O